CC1=C(CNC2=NC(=NC=C2C(=O)N)NC=2C=NN(C2)C)C=C(C=C1)Cl 4-[(2-methyl-5-chlorobenzyl)amino]-2-[(1-methyl-1H-pyrazol-4-yl)amino]pyrimidin-5-carboxamide